(2R,4R)-7-fluoro-4-hydroxy-N-[3-(2-{[(1s,3S)-3-(trifluoromethoxy)cyclobutyl]oxy}acetamido)bicyclo[1.1.1]pentan-1-yl]-6-(trifluoromethyl)-3,4-dihydro-2H-1-benzopyran-2-carboxamide FC1=CC2=C([C@@H](C[C@@H](O2)C(=O)NC23CC(C2)(C3)NC(COC3CC(C3)OC(F)(F)F)=O)O)C=C1C(F)(F)F